(1R,2S,3R)-N-(7-chloro-6-(1-((3S,4S)-4-fluoro-3-methyltetrahydrofuran-3-yl)piperidin-4-yl)isoquinolin-3-yl)-2-ethyl-3-(1-methyl-1H-pyrazol-4-yl)cyclopropane-1-carboxamide ClC1=C(C=C2C=C(N=CC2=C1)NC(=O)[C@@H]1[C@H]([C@H]1C=1C=NN(C1)C)CC)C1CCN(CC1)[C@]1(COC[C@H]1F)C